N-[4-[3-(3-aminopropanoyl-amino)propylcarbamoyl]-3-chloro-phenyl]-5-[4-(difluoromethoxy)-2,3-difluoro-phenyl]-1-methyl-imidazole-2-carboxamide NCCC(=O)NCCCNC(=O)C1=C(C=C(C=C1)NC(=O)C=1N(C(=CN1)C1=C(C(=C(C=C1)OC(F)F)F)F)C)Cl